[Cl-].[Cl-].C1(=CC=C(C=C1)C(=[Zr+2](C1(C(C(C(C2(C3C(=C4C=5C=CC=CC5CC4=C21)C=CCC3)C)(C)C)(C)C)(C)C)C)C3C=CC=C3)C3=CC=C(C=C3)C)C bis(p-tolyl)methylene(cyclopentadienyl)(octamethyloctahydrodibenzofluorenyl)zirconium dichloride